CN(C1=NC=C(C=C1)NC1=C(C=NC=C1)[N+](=O)[O-])C N2,N2-dimethyl-N5-(3-nitropyridin-4-yl)pyridine-2,5-diamine